FC1=CC(=CC2=CN(N=C12)C1CCNCC1)C=1C=C2C=CN=CC2=CC1 6-[7-fluoro-2-(4-piperidyl)indazol-5-yl]isoquinoline